O1C(=CC=C1)C=C1C(OC(OC1=O)(C)C)=O 5-(furan-2-ylmethylene)-2,2-dimethyl-1,3-dioxane-4,6-dione